3-ethylbenzthiazoline-6-sulfonic acid C(C)N1CSC2=C1C=CC(=C2)S(=O)(=O)O